1-methyl-5-(4-(trifluoromethoxy)phenyl)-1,5-dihydro-4H-imidazo[4,5-c]pyridine CN1C=NC=2CN(C=CC21)C2=CC=C(C=C2)OC(F)(F)F